3-[(3,7-dimethyl-2,6-dioxo-purin-1-yl)methyl]Cyclobutanecarboxylic acid CN1C(N(C(C=2N(C=NC12)C)=O)CC1CC(C1)C(=O)O)=O